(2-amino-6-methylpyridine-4-yl)boronic acid NC1=NC(=CC(=C1)B(O)O)C